6-Chloro-N-(1-ethylpiperidin-4-yl)-2-(4-{4-[(1-methyl-1H-imidazol-2-yl)methyl]piperazin-1-yl}phenyl)-3H-imidazo[4,5-b]pyridin-7-amine ClC=1C(=C2C(=NC1)NC(=N2)C2=CC=C(C=C2)N2CCN(CC2)CC=2N(C=CN2)C)NC2CCN(CC2)CC